C(C)(C)(C)OC(CN(C1=CC=CC=C1)C(CBr)=O)=O N-(bromoacetyl)-N-phenylglycine tert-butyl ester